C1=C2C=3C=C4C(CC3C=CC2=CC=C1)=C1C=CC=CC1=C4 indeno[1,2-b]phenanthrene